8-anilino-1-naphthalenesulfonate N(C1=CC=CC=C1)C=1C=CC=C2C=CC=C(C12)S(=O)(=O)[O-]